9,10-bis(benzoyloxy)anthracene C(C1=CC=CC=C1)(=O)OC=1C2=CC=CC=C2C(=C2C=CC=CC12)OC(C1=CC=CC=C1)=O